C(#N)OC1=C(C=C(C=C1)OC#N)C(C)(C)C 1,4-dicyanooxy-2-tert-butyl-benzene